N1=CC=CC2=CC(=CC=C12)CC1=NN=C2N1N=C(C=C2)C=2C=C1CCNC(C1=CC2)=O 6-(3-(quinolin-6-ylmethyl)-[1,2,4]triazolo[4,3-b]pyridazin-6-yl)-3,4-dihydroisoquinolin-1(2H)-one